6-(6-chloro-8-fluoro-7-(3-hydroxynaphthalen-1-yl)-2-(((S)-1-methylpyrrolidin-2-yl)methoxy)quinazolin-4-yl)-3,6-diazabicyclo[3.1.1]heptane-3-carboxylic acid tert-butyl ester C(C)(C)(C)OC(=O)N1CC2N(C(C1)C2)C2=NC(=NC1=C(C(=C(C=C21)Cl)C2=CC(=CC1=CC=CC=C21)O)F)OC[C@H]2N(CCC2)C